NC1=NC(=CC2=CC(=C(C=C12)OC)OC)CNCCCNC(=O)C1OCCC1 N-[3-[(1-amino-6,7-dimethoxy-3-isoquinolyl)methylamino]propyl]tetrahydro-2-furancarboxamide